3,8-diaza-bicyclo[3.2.1]octane-8-carboxylic acid tert-butyl ester C(C)(C)(C)OC(=O)N1C2CNCC1CC2